FC(C1=NN=C(S1)N1N=CC2=C(C=C(C=C12)S(=O)(=O)NC1(CC1)C)N1C[C@H](N[C@@H](C1)C)C)F 1-(5-(difluoromethyl)-1,3,4-thiadiazol-2-yl)-4-((3R,5R)-3,5-dimethylpiperazin-1-yl)-N-(1-methylcyclopropyl)-1H-indazole-6-sulphonamide